C(CCCCCCC)C1=CC=C(C=C1)\C=C/CCCCCCCCCC(=O)OC methyl (Z)-12-(4-octylphenyl)dodec-11-enoate